OC1CC2CCC(C1)N2 3-hydroxy-8-azabicyclo[3.2.1]octane